3-oxo-1,1-dioxotetrahydrothiophene O=C1CS(CC1)(=O)=O